(S)-N-((1R)-2-fluoro-5-((3-nitro-6-(1H-pyrazol-1-yl)pyridin-2-yl)amino)-2,3-dihydro-1H-inden-1-yl)-2-methylpropane-2-sulfinamide FC1[C@@H](C2=CC=C(C=C2C1)NC1=NC(=CC=C1[N+](=O)[O-])N1N=CC=C1)N[S@@](=O)C(C)(C)C